FC(S(=O)(=O)CC(=O)N)(F)F ((trifluoromethyl)sulfonyl)acetamide